NC1=NC=CC=C1C1=NC=2C(=NC(=CC2)N2N=CC=C2)N1C=1C=C2CC[C@@H](C2=CC1)NC(=O)C=1C=2CCNC2C=CC1 N-[(1S)-5-[2-(2-aminopyridin-3-yl)-5-(pyrazol-1-yl)imidazo[4,5-b]pyridin-3-yl]-2,3-dihydro-1H-inden-1-yl]-2,3-dihydro-1H-indole-4-carboxamide